argentiooxysilver [Ag]O[Ag]